COC(CC1=NC=C(C=C1)Br)=O 2-(5-bromopyridin-2-yl)acetic acid methyl ester